(R)-N-(1-(7-(8-ethynyl-7-fluoro-3-hydroxynaphthalen-1-yl)-8-fluoro-2-((tetrahydro-1H-pyrrolizin-7a(5H)-yl)methoxy)pyrido[4,3-d]pyrimidin-4-yl)azepan-3-yl)-2-fluoroacrylamide C(#C)C=1C(=CC=C2C=C(C=C(C12)C1=C(C=2N=C(N=C(C2C=N1)N1C[C@@H](CCCC1)NC(C(=C)F)=O)OCC12CCCN2CCC1)F)O)F